NC1=NC=C2C=3C=4N(C(=NC14)COCC)[C@@H](CC3OC=C2)C(C)(C)O (S)-2-(10-amino-2-(ethoxymethyl)-3,4-dihydro-5-oxa-1,2a,9-triazanaphtho[2,1,8-cde]azulen-3-yl)propan-2-ol